N1(C=NC=C1)C1C(=C(C(CC1)(C)C)/C=C/C(=C/C=C/C(=C\C(=O)NC(C)(C)C)/C)/C)C (2Z,4E,6E,8E)-9-(3-(1H-imidazol-1-yl)-2,6,6-trimethylcyclohex-1-en-1-yl)-N-(tert-butyl)-3,7-dimethylnona-2,4,6,8-tetraenamide